S(N)(OC[C@@H]1[C@H](C[C@@H](C1)NC1=NC=NC=C1C(=O)C=1SC(=C(C1)[C@@H]1NCCC2=CC=C(C=C12)Br)C)O)(=O)=O [(1R,2S,4R)-4-{[5-({4-[(1R)-7-bromo-1,2,3,4-tetrahydroisoquinolin-1-yl]-5-methyl-2-thienyl}carbonyl)pyrimidin-4-yl]amino}-2-hydroxycyclopentyl]methyl sulfamate